(5-amino-1-methylpiperidin-2-yl)methanol NC1CCC(N(C1)C)CO